ClC=1C=C(C=CC1C(=O)N1CCN(CC1)C(CN(C)C)=O)NC(=O)C=1N(C(=CN1)C1=CC(=C(C=C1)OC(F)F)F)C N-[3-chloro-4-[4-[2-(dimethylamino)acetyl]piperazine-1-carbonyl]phenyl]-5-[4-(difluoromethoxy)-3-fluoro-phenyl]-1-methyl-imidazole-2-carboxamide